3-(4-hydroxy-3,5-dimethylphenyl)prop-2-en-1-one OC1=C(C=C(C=C1C)C=CC=O)C